ClC1=NC(=C2C(=N1)N(N=C2)[C@H]2[C@@H]([C@@H]([C@H](O2)COC(C(=O)O)(CO)P(=O)(O)O)O)O)NC2CCCC2 (((2R,3S,4R,5R)-5-(6-chloro-4-(cyclopentylamino)-1H-pyrazolo[3,4-d]pyrimidin-1-yl)-3,4-dihydroxytetrahydrofuran-2-yl)methoxy)-3-hydroxy-2-phosphonopropanoic acid